BrC1=C2N=C(C(=NC2=C(C=C1)Br)C1=CC=CC=C1)C1=CC=CC=C1 5,8-dibromo-2,3-diphenylquinoxaline